8-(4-(2-(4-hydroxybenzyl)-1H-indol-7-yl)-1H-1,2,3-triazol-1-yl)-2H-chromen-2-one OC1=CC=C(CC=2NC3=C(C=CC=C3C2)C=2N=NN(C2)C=2C=CC=C3C=CC(OC23)=O)C=C1